NC1=C(C(=O)OC)C=C(C(=C1)C(=O)OC)OC Dimethyl 2-amino-5-methoxyterephthalate